benzo[g]indolo[2,1-b]quinazoline-6,14-dione C1=C2C(C3=NC4=CC5=C(C=C4C(N3C2=CC=C1)=O)C=CC=C5)=O